C(CCCCCCC\C=C/C\C=C/CCCCC)(=O)OCCCCCCCC\C=C/CCCCCCCC cis-9-octadecen-1-ol (linoleate)